(1aR,5aR)-2-(2-Chloro-4-fluoro-phenyl)-1a,2,5,5a-tetrahydro-1H-2,3-diaza-cyclopropa[a]pentalene-4-carboxylic acid (2-hydroxy-1,1-dimethyl-ethyl)-amide OCC(C)(C)NC(=O)C=1C=2C[C@@H]3[C@H](C2N(N1)C1=C(C=C(C=C1)F)Cl)C3